2-bromo-1-(4-fluorophenyl)ethane BrCCC1=CC=C(C=C1)F